CN(CC=O)CC=1OC(=CC1)C 2-(METHYL[(5-METHYLFURAN-2-YL)METHYL]AMINO)ACETALDEHYDE